CC(CC(=O)[O-])(CC)C 3,3-dimethylpentaneAt